2-[(3-chlorophenyl)methyl]-8-methyl-4,5-dihydro-2H-furo[2,3-g]indazole-7-carboxylic acid ClC=1C=C(C=CC1)CN1N=C2C3=C(CCC2=C1)OC(=C3C)C(=O)O